t-butoxycarbonylmethyl-Sulfonamide C(C)(C)(C)OC(=O)CS(=O)(=O)N